F[C@@H]1C[C@@]2(CCCN2C1)COC=1N=C(C2=C(N1)C(=C(OC2=O)C=2C=C(C=C1C=CC(=C(C21)C#N)F)O)C)N2[C@@H](CC2)C 8-(2-{[(2R,7AS)-2-FLUORO-HEXAHYDRO-PYRROLIZIN-7A-YL]METHOXY}-8-METHYL-4-[(2R)-2-METHYLAZETIDIN-1-YL]-5-OXOPYRANO[4,3-D]PYRIMIDIN-7-YL)-2-FLUORO-6-HYDROXYNAPHTHALENE-1-CARBONITRILE